C(=O)O.NC1=NN=CC2=CC(=CC=C12)C=1C=C(C=CC1OC)B(O)O [3-(1-Aminophthalazin-6-yl)-4-methoxyphenyl]boronic acid formate